3-methyl-2-oxo-8-azaspiro[4.5]decan-4-amine hydrochloride Cl.CC1C(CC2(C1N)CCNCC2)=O